Piperidine-1-carboxylic acid tert-butyl ester trifluoroacetate FC(C(=O)O)(F)F.C(C)(C)(C)OC(=O)N1CCCCC1